(2-(1-benzylpiperidin-4-yl)-5-oxo-5H-pyrrolo[3,4-b]pyridin-6(7H)-yl)glutaric acid C(C1=CC=CC=C1)N1CCC(CC1)C1=CC=C2C(=N1)CN(C2=O)C(C(=O)O)CCC(=O)O